C(C)(C)(C)OC(NC1=CC=CC2=C1N=C1N2CCCCC1)=O (7,8,9,10-tetrahydro-6H-benzo[4,5]imidazo[1,2-a]azepin-4-yl)carbamic acid tert-butyl ester